Tert-Butyl (4-(1-tosyl-1H-pyrazol-3-yl)cyclohex-3-en-1-yl)carbamate S(=O)(=O)(C1=CC=C(C)C=C1)N1N=C(C=C1)C1=CCC(CC1)NC(OC(C)(C)C)=O